O=C1NC(CCC1N1C(C2=CC=C(C=C2C1=O)CN1CCC(CC1)CO)=O)=O 2-(2,6-dioxopiperidin-3-yl)-5-[[4-(hydroxymethyl)piperidin-1-yl]methyl]isoindole-1,3-dione